OC1=CC=C(CCC(=O)C=2C(O)=CC(O)=CC2O)C=C1 phloretin